CC=1C=C(CNC2CCN(CC2)CCCOC2=C3C=CC(OC3=CC3=C2C=CO3)=O)C=CC1 4-(3-(4-((3-methylbenzyl)amino)piperidin-1-yl)propoxy)-7H-furo[3,2-g]chromen-7-one